ClC=1C2=C(N=C(N1)C1=NC=C(C=C1)C(F)(F)F)SC(=N2)C 7-chloro-2-methyl-5-(5-(trifluoromethyl)pyridin-2-yl)thiazolo[5,4-d]pyrimidine